N-(2-aminoethyl)-4-((3-(4-(2-(4-methoxyphenyl)propan-2-yl)thiazol-2-yl)ureido)methyl)benzamide NCCNC(C1=CC=C(C=C1)CNC(=O)NC=1SC=C(N1)C(C)(C)C1=CC=C(C=C1)OC)=O